C1(CCCC1)N1N=CC=C1C1=C(C=CC=C1)C(C)(F)F 1-cyclopentyl-5-(2-(1,1-difluoroethyl)phenyl)-1H-pyrazol